BrC=1N(C(=CC1)Br)C1=CC=CC=C1 2,5-dibromo-1-phenyl-pyrrole